3-bromo-2-methoxypyridin-4-amine BrC=1C(=NC=CC1N)OC